8-Ethyl-5-(4-methylpiperazin-1-yl)-2,3-dihydro-1,4-benzodioxine C(C)C1=CC=C(C2=C1OCCO2)N2CCN(CC2)C